1-butyl-5-(diaminomethylene)-3-(4-(5,5-dimethyl-2,4-dioxo-3-((2-(trimethylsilyl)ethoxy)methyl)imidazolidin-1-yl)butyl)pyrimidine-2,4,6(1H,3H,5H)-trione C(CCC)N1C(N(C(C(C1=O)=C(N)N)=O)CCCCN1C(N(C(C1(C)C)=O)COCC[Si](C)(C)C)=O)=O